methyl (S)-6-diazo-2-((S)-2-(methoxy-d3)propanamido)-5-oxohexanoate [N+](=[N-])=CC(CC[C@@H](C(=O)OC)NC([C@H](C)OC([2H])([2H])[2H])=O)=O